CO[Si](CCCN1C(=O)N(C(=O)N(C1=O)CCC[Si](OC)(OC)OC)CCC[Si](OC)(OC)OC)(OC)OC 1,3,5-tris(3-trimethoxysilyl-Propyl)isocyanuric acid